N-((3-nitro-4-(piperidin-4-ylmethoxy)phenyl)sulfonyl)benzamide ethyl-5,6,7,8-tetrahydroimidazo[1,5-a]pyrazine-3-carboxylate C(C)OC(=O)C1=NC=C2N1CCNC2.[N+](=O)([O-])C=2C=C(C=CC2OCC2CCNCC2)S(=O)(=O)NC(C2=CC=CC=C2)=O